COC=1C=C(C=CC1OC)N1NC(C=C(C1)C(=O)C1C(CCCC1=O)=O)=O 2-[2-(3,4-dimethoxyphenyl)-6-oxo-pyridazin-4-carbonyl]cyclohexane-1,3-dione